C(CCC)C1=CC=C(CC=2N=C(OC2)CC(C(=O)O)P(=O)(OCC)OCC)C=C1 3-(4-(4-butylbenzyl)oxazol-2-yl)-2-(diethoxyphosphoryl)propionic acid